C(C)(=O)N[C@H](C(=O)N1[C@@H](C[C@H](C1)O)C(=O)NCC1=C(OC2CCC(CC2)C(=O)O)C=C(C=C1)C1=C(N=CS1)C)C(C)(C)C (1S,4R)-4-(2-(((2S,4R)-1-((S)-2-acetamido-3,3-dimethylbutyryl)-4-hydroxypyrrolidine-2-carboxamido)methyl)-5-(4-methylthiazol-5-yl)phenoxy)cyclohexane-1-carboxylic acid